COC1=NC=C(C2=C1N=C(S2)NC(=O)N2CC1(CC2)CCOCC1)C=1C=NN(C1)CC1CCOCC1 8-Oxa-2-aza-spiro[4.5]decane-2-carboxylic acid {4-methoxy-7-[1-(tetrahydro-pyran-4-ylmethyl)-1H-pyrazol-4-yl]-thiazolo[4,5-c]pyridin-2-yl}-amide